2-bromo-N-hydroxyisonicotinyl chloride BrC1C=C(CCl)C=CN1O